N-(1,1'-dimethyl-1H,1'H-3,4'-bipyrazol-4-yl)-2-(1H-pyrazol-4-yl)-1,3-thiazole-4-carboxamide CN1N=C(C(=C1)NC(=O)C=1N=C(SC1)C=1C=NNC1)C=1C=NN(C1)C